BrC1=CC=C(C=C1)C1=NC=CC(=C1)C#N (dl)-2-(4-bromophenyl)-4-cyanopyridine